tert-butyl 4-[2-(2-aminopyridin-4-yl)-3-(pyridin-2-yl)-1H-pyrrolo[3,2-b]pyridin-7-yl]piperazine-1-carboxylate NC1=NC=CC(=C1)C1=C(C2=NC=CC(=C2N1)N1CCN(CC1)C(=O)OC(C)(C)C)C1=NC=CC=C1